ClC1=C(C=CC=C1)S(=O)(=O)CC1=CC=C(C=C1)C(=O)N1CCCCC1 (4-(((2-chlorophenyl)sulfonyl)methyl)phenyl)(piperidin-1-yl)methanone